5-(1-hydroxyethyl)-7-methyl-3-(4-(oxetan-3-yloxy)phenyl)quinoline-2-carbonitrile OC(C)C1=C2C=C(C(=NC2=CC(=C1)C)C#N)C1=CC=C(C=C1)OC1COC1